2,2-dimethylthieno[2,3-g]quinolin-3(2H)-one 1,1-dioxide CC1(C(C=2C(=CC=3C=CC=NC3C2)S1(=O)=O)=O)C